N-(6-chloro-3-hydroxy-2-methylphenyl)-2-((3-cyano-4-(1-methylpiperidin-4-yl)phenyl)amino)-4-methoxypyrimidine-5-carboxamide ClC1=CC=C(C(=C1NC(=O)C=1C(=NC(=NC1)NC1=CC(=C(C=C1)C1CCN(CC1)C)C#N)OC)C)O